C(#N)C1=C(C=CC=C1)C(CC=1N(C(C(=C(N1)C(=O)OCC)OC)=O)C)C=1C=NN(C1)C Ethyl 2-(2-(2-cyanophenyl)-2-(1-methyl-1H-pyrazol-4-yl)ethyl)-5-methoxy-1-methyl-6-oxo-1,6-dihydropyrimidine-4-carboxylate